COC1=CC(=CC2=C1C(=NO2)NS(=O)(=O)C2=C(C=CC(=C2)C)OC)CN2N=CC(=C2)CNC(OC(C)(C)C)=O tert-Butyl ((1-((4-methoxy-3-((2-methoxy-5-methylphenyl)sulfonamido)benzo[d]isoxazol-6-yl)methyl)-1H-pyrazol-4-yl)methyl)carbamate